ClC1=CC(=NC(=C1)OC)C(=O)N 4-chloro-6-methoxypyridinamide